FC(C)(F)C1=NC(=CC(=N1)N1CC2(C=3C=NC(=CC31)NC(C)=O)CC2)CC[C@@](CC)(C)O (S)-N-(1'-(2-(1,1-difluoroethyl)-6-(3-hydroxy-3-methylpentyl)pyrimidin-4-yl)-1',2'-dihydrospiro[cyclopropane-1,3'-pyrrolo[3,2-c]pyridin]-6'-yl)acetamide